NC=1C=2N(C3=CC(=CC=C3N1)C(=O)N1[C@@H]3[C@H](CCC1)OC1=C3C=CC(=C1)OC(F)(F)F)C=NC2 (4-aminoimidazo[1,5-a]quinoxalin-8-yl)((4aS,9bS)-7-(trifluoromethoxy)-3,4,4a,9b-tetrahydrobenzofuro[3,2-b]pyridin-1(2H)-yl)methanone